O=C1N(C(C2=CC=CC=C12)=O)C(C(=O)NCC)C 2-(1,3-dioxoisoindolin-2-yl)-N-ethylpropanamide